ClC=1C=C(C=C(C1)Cl)C1=NC(=CC(=C1)CN1CCC(CC1)CC(=O)O)OC=1C(=NC(=NC1)N1CCN(CC1)C)C 2-(1-((2-(3,5-dichlorophenyl)-6-((4-methyl-2-(4-methylpiperazin-1-yl)pyrimidin-5-yl)oxy)pyridin-4-yl)methyl)piperidin-4-yl)acetic acid